N-[(3S)-1-[(2R)-2-[4-(2-chloro-4-fluoro-phenyl)-2-oxo-chromen-7-yl]oxypropanoyl]-3-piperidyl]prop-2-enamide ClC1=C(C=CC(=C1)F)C1=CC(OC2=CC(=CC=C12)O[C@@H](C(=O)N1C[C@H](CCC1)NC(C=C)=O)C)=O